(2S)-1-(cyclopropylcarbamoyl)-2-[(2S)-2-{[1-(2,2-dimethylpropanamido)-3,3-difluorocyclobutyl]formamido}pentanamido]-3-[(3S)-2-oxopyrrolidin-3-yl]propyl acetate C(C)(=O)OC([C@H](C[C@H]1C(NCC1)=O)NC([C@H](CCC)NC(=O)C1(CC(C1)(F)F)NC(C(C)(C)C)=O)=O)C(NC1CC1)=O